(1'R,4'S)-4'-(4-(4-(dimethoxymethyl)piperidin-1-yl)phenyl)-1'-methylspiro[cyclohexane-1,3'-isochroman]-7'-ol COC(C1CCN(CC1)C1=CC=C(C=C1)[C@@H]1C2(O[C@@H](C3=CC(=CC=C13)O)C)CCCCC2)OC